N-((4,4-difluorocyclohexyl)(4-fluoro-5-((2-oxo-4-(trifluoromethyl)imidazolidin-1-yl)methyl)benzo[d]oxazol-2-yl)methyl)-4-methyl-1,2,5-oxadiazole-3-carboxamide FC1(CCC(CC1)C(NC(=O)C1=NON=C1C)C=1OC2=C(N1)C(=C(C=C2)CN2C(NC(C2)C(F)(F)F)=O)F)F